NC=1C2=C(N=CN1)N(C(=C2C2=CC=C(C=C2)OC2=NC=CC=N2)C2CN(CC2)C(C=C)=O)CCN2CCN(CC2)C 1-(3-(4-amino-7-(2-(4-methylpiperazin-1-yl)ethyl)-5-(4-(pyrimidin-2-yloxy)phenyl)-7H-pyrrolo[2,3-d]pyrimidin-6-yl)pyrrolidin-1-yl)prop-2-en-1-one